Methyl 4-((3R*,5R*)-1-(3-amino-6-(2-hydroxyphenyl)pyridazin-4-yl)-5-methoxypiperidin-3-yl)-3-methylbenzoate NC=1N=NC(=CC1N1C[C@H](C[C@H](C1)OC)C1=C(C=C(C(=O)OC)C=C1)C)C1=C(C=CC=C1)O |o1:9,11|